CC=1C=C(C=C(C1)C)C1=NC=CC2=C(C=C(C=C12)CC(C)C)CC(C)C 1-(3,5-dimethylphenyl)-5,7-diisobutylisoquinoline